3H-[1,2,3]triazolo[4,5-d]pyrimidine tert-butyl-N-[(1S)-5-hydroxy-1-{[(1S,2R)-2-methyl-1-(methylcarbamoyl)butyl]carbamoyl}pentyl]carbamate C(C)(C)(C)OC(N[C@@H](CCCCO)C(N[C@@H]([C@@H](CC)C)C(NC)=O)=O)=O.N1=NNC=2N=CN=CC21